FC1=C(C(=O)NC2CCC(CC2)NC2=CC(=NC3=CC=CC=C23)C(F)(F)F)C(=CC=C1C)F 2,6-difluoro-3-methyl-N-[(1s,4s)-4-{[2-(trifluoromethyl)quinolin-4-yl]amino}cyclohexyl]benzamide